4,6-difluoro-1,3-dinitrobenzene FC1=C(C=C(C(=C1)F)[N+](=O)[O-])[N+](=O)[O-]